C(C=C)(=O)OC(C)C(C(CC)C)C 3,4-dimethyl-2-hexyl acrylate